C1(CCCCC1)C(=O)OC1=CC(C(C)C)=CC=C1C Carvacryl cyclohexanecarboxylate